N-[methoxy-[5-[5-(trifluoromethyl)-1,2,4-oxadiazol-3-yl]-2-thienyl]methyl]-2-methyl-propionamide COC(NC(C(C)C)=O)C=1SC(=CC1)C1=NOC(=N1)C(F)(F)F